1,4-bis(dimethylsilyloxy)-cis-2-butene C[SiH](OC\C=C/CO[SiH](C)C)C